tert-Butyl ((1R,2R)-2-(3-(2,2,2-trifluoroacetamido)-1H-pyrazol-5-yl)cyclohexyl)carbamate FC(C(=O)NC1=NNC(=C1)[C@H]1[C@@H](CCCC1)NC(OC(C)(C)C)=O)(F)F